C1(CC1)C#CC=1C=C(C(=O)O)C=CC1C1=CN(C2=NC=C(C=C21)C=2C(=NOC2C)C)[C@@H](C)C2=NC=CC=C2 (S)-3-(cyclopropylethynyl)-4-(5-(3,5-dimethylisoxazol-4-yl)-1-(1-(pyridin-2-yl)ethyl)-1H-pyrrolo[2,3-b]pyridin-3-yl)benzoic acid